N-(3-(1H-imidazol-1-yl)benzyl)-N-(3-methoxybenzyl)-4-(morpholinoethyl)thiazol-2-amine N1(C=NC=C1)C=1C=C(CN(C=2SC=C(N2)CCN2CCOCC2)CC2=CC(=CC=C2)OC)C=CC1